C[C@H]1[C@H](NC1)CO [(2S,3R)-3-methylazetidin-2-yl]methanol